(E)-3-(3-Hydroxy-4-methoxyphenyl)-1-(4-propan-2-yloxyphenyl)prop-2-en-1-one OC=1C=C(C=CC1OC)/C=C/C(=O)C1=CC=C(C=C1)OC(C)C